ditolylphosphorus C1(=C(C=CC=C1)[P]C1=C(C=CC=C1)C)C